2H-spiro[benzofuran-3,3'-indoline]-2'-one N1C(C2(C3=CC=CC=C13)COC1=C2C=CC=C1)=O